2-(4-((4-(4-Cyanophenyl)-5-oxo-4,5-dihydro-1H-1,2,4-triazol-1-yl)meth-yl)-2,6-dimethylphenoxy)-2-methyl-propionic acid C(#N)C1=CC=C(C=C1)N1C=NN(C1=O)CC1=CC(=C(OC(C(=O)O)(C)C)C(=C1)C)C